2-cyclohexyloxetan-3-one C1(CCCCC1)C1OCC1=O